ClC=1N=C(C2=C(N1)N(C=C2)[C@H]2[C@@H]([C@@H]([C@H](O2)COCP(O)(O)=O)O)O)N[C@@H](C)C2=CC=C(C=C2)C(F)(F)F [(2R,3S,4R,5R)-5-[2-chloro-4-[[(1S)-1-[4-(trifluoromethyl)-phenyl]ethyl]amino]-pyrrolo[2,3-d]-pyrimidin-7-yl]-3,4-dihydroxy-tetrahydro-furan-2-yl]methoxy-methylphosphonic acid